OC(C1[C@H]2CN(C[C@@H]12)C(=O)OC(C)(C)C)C=1SC=C(N1)C tert-butyl (1R,5S,6r)-6-[hydroxy(4-methyl-1,3-thiazol-2-yl)methyl]-3-azabicyclo[3.1.0]hexane-3-carboxylate